OC[C@]1(NC[C@@H]([C@H]([C@@H]1O)O)O)CC[Si](C)(C)C (2R,3R,4R,5S)-2-(hydroxymethyl)-2-(2-(trimethylsilyl)ethyl)piperidin-3,4,5-triol